ClC1=CC(=NC=C1)C(=O)NC=1C(=NC=C(C1)C#N)N1CCC(CC1)OC1=C(C=C(C=C1)F)F 4-chloro-N-(5-cyano-2-(4-(2,4-difluorophenoxy)piperidin-1-yl)pyridin-3-yl)pyridinecarboxamide